Trans-2,2-dichloro-N-(4-chloro-3-(2-(4-fluoro-2-methylphenyl)hydrazine-1-carbonyl)phenyl)-3-(3,5-dichlorophenyl)cyclopropane-1-carboxamide ClC1([C@H]([C@@H]1C1=CC(=CC(=C1)Cl)Cl)C(=O)NC1=CC(=C(C=C1)Cl)C(=O)NNC1=C(C=C(C=C1)F)C)Cl